(S)-1-(3-((6-((5-(2-(5-chloro-2-methylphenyl)-2H-tetrazol-5-yl)thiazol-2-yl)amino)-4-(morpholinomethyl)pyridin-2-yl)amino)piperidin-1-yl)prop-2-en-1-one ClC=1C=CC(=C(C1)N1N=C(N=N1)C1=CN=C(S1)NC1=CC(=CC(=N1)N[C@@H]1CN(CCC1)C(C=C)=O)CN1CCOCC1)C